C(CCCCCCCCC)C1=CCC=CC1 1-Decyl-1,4-cyclohexadiene